Cl.COC1=CC(=NC=C1)CN1C(CNCC1)C [(4-methoxy-2-pyridyl)methyl]-2-methyl-piperazine hydrochloride